C(#N)C=1C=CC(=C(C1)C1=CC(=NC=C1C(=O)NC=1SC2=NC(=CC=C2N1)C1=CC=C(C=C1)NC(C(C)C)=O)C)OC 4-(5-cyano-2-methoxyphenyl)-N-(5-(4-isobutyramidophenyl)thiazolo[5,4-b]pyridin-2-yl)-6-methylnicotinamide